C1OCC12CN(C2)CCO[C@H](C)C2=CC=C(C=N2)C2=CC=1C3=C(N=NC1C=C2)N(C(N3C3CCOCC3)=O)C (R)-8-(6-(1-(2-(2-oxa-6-azaspiro[3.3]heptan-6-yl)ethoxy)ethyl)pyridin-3-yl)-3-methyl-1-(tetrahydro-2H-pyran-4-yl)-1H-imidazo[4,5-c]cinnolin-2(3H)-one